C1(CCCC1)C1=C(C=CC(=C1)C(F)(F)F)NC(C(C)(C)N1N=CC(=C1)I)=O N-(2-cyclopentyl-4-(trifluoromethyl)phenyl)-2-(4-iodo-1H-pyrazol-1-yl)-2-methylpropanamide